(4-bromocyclohexyl)methoxy-tert-butyl-diphenyl-silane BrC1CCC(CC1)CO[Si](C1=CC=CC=C1)(C1=CC=CC=C1)C(C)(C)C